COC1=CC=C(C=C1)CN1C[C@H]([C@H](CC1)C)C(=O)C1=C2C(=NC=C1OC)N(C=C2)[Si](C(C)C)(C(C)C)C(C)C [cis-1-[(4-methoxyphenyl)methyl]-4-methyl-3-piperidyl]-(5-methoxy-1-triisopropylsilyl-pyrrolo[2,3-b]pyridin-4-yl)methanone